Cbz-Nα-Boc-histidine C(=O)(OCC1=CC=CC=C1)N([C@@H](CC1=CNC=N1)C(=O)O)C(=O)OC(C)(C)C